Tert-butyl (N-(3-hydroxypropyl)sulfamoyl)carbamate OCCCNS(=O)(=O)NC(OC(C)(C)C)=O